1-phenyl-1,5-dihydro-4H-pyrazolo[3,4-d]pyrimidin-4-one C1(=CC=CC=C1)N1N=CC2=C1N=CNC2=O